C(C)OC1=CC=C(C=C1)N1C[C@@H]2CN(C[C@@H]2C1)CCN1CCCC1 cis-2-(4-Ethoxyphenyl)-5-(2-(pyrrolidin-1-yl)ethyl)octahydropyrrolo[3,4-c]pyrrole